C(=O)(O)C=1C=C(C=CC1C(=O)O)CC1=CC(=C(C=C1)C(=O)O)C(=O)O bis(3,4-dicarboxyphenyl)METHANE